3-(2-(tert-butylamino)-1-hydroxy-2-oxoethyl)-N-(3,4-difluorophenyl)-4-fluorobenzamide C(C)(C)(C)NC(C(O)C=1C=C(C(=O)NC2=CC(=C(C=C2)F)F)C=CC1F)=O